CC1(CC1)C1=CC=C(C=C1)C12CN(CC2C1)C(=O)C1CC2(C1)NC(CC2)=O (rac)-(2r,4s)-2-(1-(4-(1-Methylcyclopropyl)phenyl)-3-azabicyclo[3.1.0]hexane-3-carbonyl)-5-azaspiro[3.4]octan-6-one